O=C1NC(CCC1N1C(N(C2=C1C=C(C=C2)C#CCCCCC(=O)O)C)=O)=O 7-[3-(2,6-dioxopiperidin-3-yl)-1-methyl-2-oxo-1,3-benzodiazol-5-yl]hept-6-ynoic acid